OC(CCCC(C\C=[N+](\C(C)C)/[O-])C)(C)C (Z)-7-hydroxy-N-isopropyl-3,7-dimethyloctan-1-imine oxide